ClC=1C=C(C(=O)NC(C)C2=NC(=NN2C2=NC=C(C=C2)C#N)C(=O)OC)C=C(C1)C(F)(F)F methyl 5-[1-[[3-chloro-5-(trifluoromethyl)benzoyl]amino]ethyl]-1-(5-cyano-2-pyridyl)-1,2,4-triazole-3-carboxylate